4-bromo-1-(((2S,3S,4S)-3-ethyl-4-fluoro-5-oxopyrrolidin-2-yl)methoxy)-7-isopropoxyisoquinoline-6-carboxamide BrC1=CN=C(C2=CC(=C(C=C12)C(=O)N)OC(C)C)OC[C@H]1NC([C@H]([C@H]1CC)F)=O